N-vinyl-6-propyl-2-piperidone C(=C)N1C(CCCC1CCC)=O